CC=1C(=NOC1)C1=C(C=CC=C1)C1=CC(=CC=C1)N1C(C2=CC=CC(=C2C1)C(F)(F)F)=O 2-(2'-(4-methylisoxazol-3-yl)-[1,1'-biphenyl]-3-yl)-4-(trifluoromethyl)isoindolin-1-one